BrC1=C2C(=NC=C1)NC(=C2)C(=O)NC2CCCCCCC2 4-bromo-N-cyclooctyl-1H-pyrrolo[2,3-b]pyridine-2-carboxamide